5-chloro-3-(4-chloro-2-methyloxazol-5-yl)-indole ClC=1C=C2C(=CNC2=CC1)C1=C(N=C(O1)C)Cl